2-(tert-butyl)-9-[2-carboxy(4-cyclohexenyl)]carbonyloxyanthracene C(C)(C)(C)C1=CC2=C(C3=CC=CC=C3C=C2C=C1)OC(=O)C1C(CC=CC1)C(=O)O